6-(2-fluorobenzyl)-7-(hydroxymethyl)-3-(tetrahydro-2H-pyran-4-yl)-3,6-dihydro-4H-pyrazolo[4,3-d][1,2,3]triazin-4-one FC1=C(CN2N=C3C(N=NN(C3=O)C3CCOCC3)=C2CO)C=CC=C1